O1N=CC=C1CCC(=O)O 3-ISOXAZOL-5-YLPROPANOIC ACID